C(#N)C1=CN=C(C(=N1)C(=O)NC=1C=C2C(=NNC2=CC1)C1=COC=C1)C 6-Cyano-N-(3-(furan-3-yl)-1H-indazol-5-yl)-3-methylpyrazine-2-carboxamide